BrC1=C(C#N)C=C(C=C1CO[Si](C)(C)C(C)(C)C)NC1=NC=C(C(=N1)N[C@H]1[C@@H](CCCC1)C#N)C 2-bromo-3-(((tert-butyldimethylsilyl)oxy)methyl)-5-((4-(((trans)-2-cyanocyclohexyl)amino)-5-methylpyrimidin-2-yl)amino)benzonitrile